CC1(OC2=CC=C(C=C2C(C1)NC(=O)[C@H]1[C@@H](C1)CN1C(NC(CC1=O)(C)C)=[NH2+])C(F)(F)F)C [1-[[(1R,2R)-2-[[2,2-dimethyl-6-(trifluoromethyl)chroman-4-yl]carbamoyl]cyclopropyl]methyl]-4,4-dimethyl-6-oxo-hexahydropyrimidin-2-ylidene]ammonium